NCC=1C=C(C=CC1)C1=CC(=CC=2C=C(OC21)F)COC2=C(C=CC(=C2)C(F)(F)F)CC(=O)O 2-(2-((7-(3-(aminomethyl)phenyl)-2-fluorobenzofuran-5-yl)methoxy)-4-(trifluoromethyl)phenyl)acetic acid